[(2R,3S,5R)-5-(6-amino-2-fluoro-purin-9-yl)-2-[[tert-butyl(dimethyl)silyl]oxymethyl]-2-ethynyl-tetrahydrofuran-3-yl](5-methyl-2-oxo-1,3-dioxol-4-yl)methyl carbonate C(OC(C=1OC(OC1C)=O)[C@H]1[C@@](O[C@H](C1)N1C2=NC(=NC(=C2N=C1)N)F)(C#C)CO[Si](C)(C)C(C)(C)C)([O-])=O